N-(4-bromopyridin-2-yl)-2-[(1r,4r)-5-methyl-2,5-diazabicyclo[2.2.1]heptan-2-yl]acetamide BrC1=CC(=NC=C1)NC(CN1[C@H]2CN([C@@H](C1)C2)C)=O